7-cyclopentyl-1-methyl-1,3-dihydro-2H-benzo[d]imidazol-2-one C1(CCCC1)C1=CC=CC2=C1N(C(N2)=O)C